C12C(CC(C=C1)CC2)C(=O)O bicyclo[2.2.2]oct-5-ene-2-carboxylic acid